(S)-N6-((1-(2,3-Dichlorophenyl)piperidin-4-yl)methyl)-4,5,6,7-tetrahydrobenzo[d]thiazole-2,6-diamine ClC1=C(C=CC=C1Cl)N1CCC(CC1)CN[C@@H]1CC2=C(N=C(S2)N)CC1